NCC=1C(=C(C=CC1)C=1OC2=C(C1)C(=CC=C2)COC2=C(C=CC=C2)CC(=O)OCC)OC ethyl 2-(2-((2-(3-(aminomethyl)-2-methoxyphenyl)benzofuran-4-yl)methoxy)phenyl)acetate